(S)-2-amino-N-(5-(3-(methoxymethyl)-5-methylisoxazol-4-yl)pyridin-2-yl)-2-((1r,4S)-4-methylcyclohexyl)acetamide N[C@H](C(=O)NC1=NC=C(C=C1)C=1C(=NOC1C)COC)C1CCC(CC1)C